NC1=NC=C(C=C1C=1C=C2CCNC(C2=CC1)=O)C1=CC=C(C=C1)C1NCCCC1 6-(2-amino-5-(4-(piperidin-2-yl)phenyl)pyridin-3-yl)-3,4-dihydroisoquinolin-1(2H)-one